(4-((Cyclopropylmethyl)thio)phenyl)boronic acid C1(CC1)CSC1=CC=C(C=C1)B(O)O